[N+](=O)([O-])C1=CC(=C(C=C1)N1N=CC=C1)C(F)(F)F (4-nitro-2-(trifluoromethyl)phenyl)-1H-pyrazole